(R,E)-3-((5-(bicyclo[1.1.1]pentan-1-yl)-3-butyl-7-cyano-2-methyl-1,1-dioxido-2,3,4,5-tetrahydrobenzo[f][1,2,5]thiadiazepin-8-yl)oxy)acrylic acid C12(CC(C1)C2)N2C[C@H](N(S(C1=C2C=C(C(=C1)O/C=C/C(=O)O)C#N)(=O)=O)C)CCCC